4-(3,3-Dimethyloxetan-2-yl)benzonitrile CC1(C(OC1)C1=CC=C(C#N)C=C1)C